(R,Z)-1-((5-bromo-2'-chloro-4'-methyl-[1,1'-biphenyl]-2-yl)sulfonyl)-4-fluoro-N-(4-(methylsulfonyl)but-3-en-2-yl)piperidine-4-carboxamide BrC=1C=CC(=C(C1)C1=C(C=C(C=C1)C)Cl)S(=O)(=O)N1CCC(CC1)(C(=O)N[C@H](C)\C=C/S(=O)(=O)C)F